ClC=1C=C(OC2(CCCCC2)C2=C(N=NC(=C2)N2CCC(CC2)CCO)C(=O)N)C=CC1C#N (1r,4r)-4-((3-chloro-4-cyanophenoxy)cyclohexyl)-6-(4-(2-hydroxyethyl)piperidin-1-yl)pyridazin-3-carboxamide